Cl.NCC1CC(C1)C(=O)O (1r,3r)-3-(aminomethyl)cyclobutanecarboxylic acid hydrochloride